4-bromo-3-fluoro-phenol BrC1=C(C=C(C=C1)O)F